FC(C1=C(C=CC=C1)C1=CC=CC=C1)(F)F 2'-trifluoromethylbiphenyl